tert-butyl N-[(1S)-2-[[2-[(5-fluoro-2-oxo-indolin-3-ylidene)methyl]-3-methyl-4,5,6,7-tetrahydro-1H-indol-6-yl]methylamino]-1-methyl-2-oxo-ethyl]-N-methyl-carbamate FC=1C=C2C(C(NC2=CC1)=O)=CC=1NC=2CC(CCC2C1C)CNC([C@H](C)N(C(OC(C)(C)C)=O)C)=O